C(C)(C)(C)OC(=O)N1CCC(CCC1)=O 4-oxoazepane-1-carboxylic acid tert-butyl ester